2-((p-isopropylphenyl)thio)fluorene C(C)(C)C1=CC=C(C=C1)SC1=CC=2CC3=CC=CC=C3C2C=C1